C(N)(=N)C=1C=C(SC1)[C@@H](C)NC(=O)[C@H]1N(C[C@@H](C1)S(=O)(=O)C)C(CNC(=O)C1=CC2=C(S(C3=C2C=CC=C3)(=O)=O)C=C1)=O (2S,4R)-N-((R)-1-(4-carbamimidoylthiophen-2-yl)ethyl)-1-((5,5-dioxidodibenzo[b,d]thiophene-2-carbonyl)glycyl)-4-(methylsulfonyl)pyrrolidine-2-carboxamide